hydroxymethyl-dioxolan tert-butyl-6-oxo-2-azaspiro[3.4]octane-2-carboxylate C(C)(C)(C)OC(=O)N1CC2(C1)CC(CC2)=O.OCC2OCCO2